N1(CCC1)CCC=1C(=CC(N(C1)C(C(=O)N[C@@H](CC(=O)O)C=1C=C(C=C(C1F)C)C1=C(C=C(C=C1)C)C#N)CC(C)C)=O)C(F)(F)F (3S)-3-(2-(5-(2-(azetidin-1-yl)ethyl)-2-oxo-4-(trifluoromethyl)pyridin-1(2H)-yl)-4-methylpentanamido)-3-(2'-cyano-4-fluoro-4',5-dimethyl-[1,1'-biphenyl]-3-yl)propanoic acid